1H-pyrazol-5-yl-2-chloro-nicotinamide N1N=CC=C1C1=NC(=C(C(=O)N)C=C1)Cl